ethyl-3-(3-dimethylaminopropyl)-carbodiimide hydrochloride Cl.C(C)N=C=NCCCN(C)C